BrC=1C(=NN2C1CN(CCC2)C(=O)OC(C)(C)C)C(N(C)CCO[Si](C)(C)C(C)(C)C)=O tert-butyl 3-bromo-2-((2-((tert-butyldimethylsilyl)oxy)ethyl)(methyl)carbamoyl)-7,8-dihydro-4H-pyrazolo[1,5-a][1,4]diazepine-5(6H)-carboxylate